(R)-2-(3-((6-(3-Hydroxy-5-(trifluoromethyl)pyridin-2-yl)-5-methyl-1,2,4-triazin-3-yl)amino)piperidin-1-yl)acetic acid OC=1C(=NC=C(C1)C(F)(F)F)C1=C(N=C(N=N1)N[C@H]1CN(CCC1)CC(=O)O)C